[N+](=O)([O-])C=1NC(=C([NH+]1)[N+](=O)[O-])[N+](=O)[O-] 2,4,5-trinitroimidazolium